ClC=1C=C(C=C2C(=C(C=NC12)C#N)NC1=CC(=C(C=C1)F)Cl)N[C@@H](C=1N=C(SC1)N1CCOCC1)C=1N=NN(C1)C(C)C (S)-8-chloro-4-((3-chloro-4-fluorophenyl)amino)-6-(((1-isopropyl-1H-1,2,3-triazol-4-yl)(2-morpholinothiazol-4-yl)methyl)amino)quinoline-3-carbonitrile